C(C)(=O)N1CCC(CC1)C(C)(O)C=1C=C2C(N(C(C2=C(C1)F)(OC)C1=CC=C(C=C1)Cl)CC1=NC=C(C=C1C(=O)O)Cl)=O 2-[[5-[1-(1-acetyl-4-piperidinyl)-1-hydroxy-ethyl]-1-(4-chlorophenyl)-7-fluoro-1-methoxy-3-oxo-isoindolin-2-yl]methyl]-5-chloro-pyridine-3-carboxylic acid